5-ethynylcytidine C(#C)C=1C(=NC(N([C@H]2[C@H](O)[C@H](O)[C@@H](CO)O2)C1)=O)N